methyl (S)-2-phenyl-1,2,3,4-tetrahydroisoquinoline-3-carboxylate C1(=CC=CC=C1)N1CC2=CC=CC=C2C[C@H]1C(=O)OC